C(N)(=O)C1=C(N=C(N=N1)NC1=C(C=C2CCN(CC2=C1)C)OC)N1C=C(C2=CC=CC=C12)C(=O)N(C)C (6-carbamoyl-3-((6-methoxy-2-methyl-1,2,3,4-tetrahydroisoquinolin-7-yl)amino)-1,2,4-triazin-5-yl)-N,N-dimethyl-1H-indole-3-carboxamide